4-[3-[4-[(E)-3-[7-amino-2-(2-hydroxyphenyl)imidazo[1,2-a]pyrimidin-6-yl]allyl]-1-piperidinyl]cyclobutoxy]piperidine-1-carboxylic acid tert-butyl ester C(C)(C)(C)OC(=O)N1CCC(CC1)OC1CC(C1)N1CCC(CC1)C\C=C\C=1C(=NC=2N(C1)C=C(N2)C2=C(C=CC=C2)O)N